1-(3-chlorophenoxy)-N-((3S,4S)-3-fluoropiperidin-4-yl)cyclopropane-1-carboxamide ClC=1C=C(OC2(CC2)C(=O)N[C@@H]2[C@H](CNCC2)F)C=CC1